2-Chloro-N-(4'-(4-phenylthiophen-2-yl)-[1,1'-biphenyl]-2-yl)nicotinamide methyl-(RS)-N-(N-(tert-butoxycarbonyl)-N-methyl-L-leucyl)-N-methyl-O-(5-methylpyrazin-2-yl)homoserinate COC([C@H](N(C)C([C@@H](N(C)C(=O)OC(C)(C)C)CC(C)C)=O)CCOC1=NC=C(N=C1)C)=O.ClC1=C(C(=O)NC2=C(C=CC=C2)C2=CC=C(C=C2)C=2SC=C(C2)C2=CC=CC=C2)C=CC=N1 |&1:3|